CN(CCC=1C=C(C(N(C1)C(C(=O)N[C@@H](CC(=O)O)C=1C=C(C=C(C1F)C)C1=C(C=C(C=C1C)C)C)CC(C)C)=O)C)C (3S)-3-(2-(5-(2-(dimethylamino)ethyl)-3-methyl-2-oxopyridin-1(2H)-yl)-4-methylpentanamido)-3-(4-fluoro-2',4',5,6'-tetramethyl-[1,1'-biphenyl]-3-yl)propanoic acid